C(=O)(OC(C)(C)C)NC[C@@H](C)O (R)-1-(Boc-amino)-2-propanol